CN(C(=O)[C@H]1N(S(CC1)(=O)=O)C1=NC(=CC(=C1)C(F)(F)F)C)C1=C(C(=C(C=C1)F)F)F (S)-N-methyl-2-(6-methyl-4-(trifluoromethyl)pyridin-2-yl)-N-(2,3,4-trifluorophenyl)isothiazolidine-3-carboxamide 1,1-dioxide